methyl N-[5-[6-[(4-fluorobenzoyl)-(methoxymethyl)amino]imidazo[1,2-a]pyridin-3-yl]-2-pyridyl]carbamate FC1=CC=C(C(=O)N(C=2C=CC=3N(C2)C(=CN3)C=3C=CC(=NC3)NC(OC)=O)COC)C=C1